[Ga].[Pd] Palladium-Gallium